L-1-ethyl-3-methylimidazole tetraphenyl-borate C1(=CC=CC=C1)[B-](C1=CC=CC=C1)(C1=CC=CC=C1)C1=CC=CC=C1.C(C)N1CN(C=C1)C